C(CCCCCCCCCCCCCCC)N1C(=C(C(C=C1)=O)OC1OCCCC1)C=O N-hexadecyl-2-formyl-3-tetrahydropyranyloxypyridin-4-one